7-ethoxy-4-(1-ethyl-3-phenyl-1H-pyrazol-4-yl)quinazolin C(C)OC1=CC=C2C(=NC=NC2=C1)C=1C(=NN(C1)CC)C1=CC=CC=C1